Cl.CC1=C(C=CC(=C1)C)SC1=C(C=CC=C1)N1CCNCC1 1-(2-((2,4-Dimethylphenyl)thio)phenyl)piperazine hydrochloride